C1(CCC1)C1=NSC(=N1)N 3-cyclobutyl-1,2,4-thiadiazole-5-amine